2-(5,6-dimethoxy-3-pyridyl)cyclohexanone COC=1C=C(C=NC1OC)C1C(CCCC1)=O